(5aR,5bS,7aS,10aS,10bR,E)-N-(3-chlorophenyl)-8-hydrazineylidene-5a,7a-dimethyl-5,5a,5b,6,7,7a,8,9,10,10a,10b,11-dodecahydro-4H-cyclopenta[7,8]phenanthro[2,1-d]thiazol-2-amine ClC=1C=C(C=CC1)NC=1SC2=C(N1)CC[C@@]1([C@H]3CC[C@]/4([C@H]([C@@H]3CC=C12)CC\C4=N/N)C)C